4-bromo-7-chlorobenzo[b]thiophene-3-carboxylic acid tert-butyl ester C(C)(C)(C)OC(=O)C=1C2=C(SC1)C(=CC=C2Br)Cl